tert-butyl ((S)-1-(2-cyano-5-(((S)-1-cyclopropylethyl)carbamoyl)-3-(3,5-difluorophenyl)pyridin-4-yl)-3-methylpyrrolidin-3-yl)carbamate C(#N)C1=NC=C(C(=C1C1=CC(=CC(=C1)F)F)N1C[C@@](CC1)(C)NC(OC(C)(C)C)=O)C(N[C@@H](C)C1CC1)=O